2-fluoro-1-(4-{4-[(3-methyl-4-{[1,2,4]triazolo[1,5-a]pyridin-7-yloxy}phenyl)amino]pyrido[3,2-d]pyrimidin-6-yl}piperazin-1-yl)prop-2-en-1-one FC(C(=O)N1CCN(CC1)C=1C=CC=2N=CN=C(C2N1)NC1=CC(=C(C=C1)OC1=CC=2N(C=C1)N=CN2)C)=C